di(p-methylbenzylidene)allyl-sorbitol CC1=CC=C(C=C(C=C=CC2=CC=C(C=C2)C)C(O)[C@H](O)[C@@H](O)[C@H](O)[C@H](O)CO)C=C1